6,8-dichloro-2,7-naphthyridine-3-carbaldehyde ClC=1C=C2C=C(N=CC2=C(N1)Cl)C=O